COC([C@H](C[C@H]1C(NCCC1)=O)NC(=O)OC(C)(C)C)=O.C(C)(C)(C)NS(=O)(=O)C1=C(C=CC(=C1)NC(=O)OC(C)C)C1=CN=CS1 5-[2-(tert-butylsulfamoyl)-4-(isopropoxycarbonylamino)phenyl]Thiazole methyl-(S)-2-((tert-butoxycarbonyl)amino)-3-((S)-2-oxopiperidin-3-yl)propanoate